ClC1=CC=C2C(=NNC2=C1)NC(=O)NC1=NC(=CC=C1)C1=NN=CN1C(C)C 1-(6-chloro-1H-indazol-3-yl)-3-(6-(4-isopropyl-4H-1,2,4-triazol-3-yl)pyridin-2-yl)urea